N-(4-((7H-pyrrolo[2,3-d]pyrimidin-4-yl)oxy)phenyl)-2-(4-(trifluoromethoxy)phenyl)acetamide N1=CN=C(C2=C1NC=C2)OC2=CC=C(C=C2)NC(CC2=CC=C(C=C2)OC(F)(F)F)=O